ethyl 2-(((ethoxycarbonyl)(methyl)amino)methyl)benzoate C(C)OC(=O)N(C)CC1=C(C(=O)OCC)C=CC=C1